C1(=CC=CC=C1)C1=NC(=CC(=C1)C(=O)N1CCN(CC1)C=1C=CC(=C(C#N)C1)O)C1=CC=CC=C1 5-[4-(2,6-Diphenylpyridine-4-carbonyl)piperazin-1-yl]-2-hydroxy-benzonitrile